ClC1=C(C=C2C=C(C(NC2=C1)=O)C=1C=C(C=CC1)CC(=O)O)C1=CC=C(C=C1)N(C)C 2-(3-(7-chloro-6-(4-(dimethylamino)phenyl)-2-oxo-1,2-dihydro-quinolin-3-yl)phenyl)acetic acid